8-((tert-butoxycarbonyl)((2S*,4R*)-2-methyl-1-propionyl-1,2,3,4-tetrahydroquinolin-4-yl)amino)octanoic acid C(C)(C)(C)OC(=O)N(CCCCCCCC(=O)O)[C@@H]1C[C@@H](N(C2=CC=CC=C12)C(CC)=O)C |o1:18,20|